N1CCC(CC1)CC(=O)OC1=C(C=C(C=C1)N(S(=O)(=O)CCC)CC1=CC=C(C=C1)F)C#N (2-cyano-4-(N-(4-fluorobenzyl) propylsulfonamido) phenyl) piperidin-4-ylacetate